C(CCC)N(CCC[SiH](C1=CC=C(C=C1)C(=C)C1=CC=CC=C1)COCC)CCCC 1-[4-[(3-dibutylaminopropyl)ethoxymethylsilyl]phenyl]-1-phenylethylene